COONC(C)=O N-methoxy-oxyacetamide